C1(=CC=C(C=C1)C(C1=C(C=CC=C1)O)O)C1=CC=CC=C1 2-([1,1'-biphenyl]-4-yl-(hydroxy)methyl)phenol